ClC=1C=C(C=C2C(=C(C=NC12)C#N)NCC(C)(C)C)N[C@@H](C1=C2C=CC=NC2=CC=C1)C=1N=NN(C1)C(C(F)F)(C)C (S)-8-chloro-6-(((1-(1,1-difluoro-2-methylpropan-2-yl)-1H-1,2,3-triazol-4-yl)(quinolin-5-yl)methyl)amino)-4-(neopentylamino)quinoline-3-carbonitrile